(S)-3-Fluoro-4-(3-(2-(2-aminopropionyl)-1,2,3,4-tetrahydroisochinolin-7-yl)-6-oxo-1H-pyrazolo[4,3-c]pyridazin-5(6H)-yl)-5-methylbenzonitril-Hydrochlorid Cl.FC=1C=C(C#N)C=C(C1N1N=C2C(=CC1=O)NN=C2C2=CC=C1CCN(CC1=C2)C([C@H](C)N)=O)C